C1(CC1)C1=C(C(=NO1)C1=C(C=CC=C1Cl)Cl)CO[C@H]1[C@@H]2CN([C@H](C1)C2)C2=NN=C(S2)C(=O)O 5-((1S,4S,5R)-5-((5-cyclopropyl-3-(2,6-dichlorophenyl)isoxazol-4-yl)methoxy)-2-azabicyclo[2.2.1]heptan-2-yl)-1,3,4-thiadiazole-2-carboxylic acid